C1(CC1)N1C(=NC2=C1C=C(C=C2F)C2=CC=C(C=C2)CN2CC1(C2)CN(C1)C(C)C)C1=CC=C(C=C1)S(=O)(=O)C 1-Cyclopropyl-4-fluoro-6-(4-((6-isopropyl-2,6-diazaspiro[3.3]heptan-2-yl)methyl)phenyl)-2-(4-(methylsulfonyl)phenyl)-1H-benzo[d]imidazol